N-[(6-Amino-2-pyridyl)sulfonyl]-2-(2,2,4,4-tetramethylpyrrolidin-1-yl)-5-(trifluoromethyl)pyridin-3-carboxamid NC1=CC=CC(=N1)S(=O)(=O)NC(=O)C=1C(=NC=C(C1)C(F)(F)F)N1C(CC(C1)(C)C)(C)C